1-(2-hydroxyethyl)pyrrole-2,5-dione OCCN1C(C=CC1=O)=O